3-[(trans)-2-[5-(diethylaminomethyl)-2-pyridyl]vinyl]-1-tetrahydropyran-2-ylindazole C(C)N(CC)CC=1C=CC(=NC1)/C=C/C1=NN(C2=CC=CC=C12)C1OCCCC1